(R)-N-(3-(3-chlorophenyl)-1-(2,3-dihydroxypropyl)-1H-pyrazol-4-yl)pyrazolo[1,5-a]pyrimidine-3-carboxamide ClC=1C=C(C=CC1)C1=NN(C=C1NC(=O)C=1C=NN2C1N=CC=C2)C[C@H](CO)O